N[C@@H]1C2=CC=CC=C2CC12CCN(CC2)C=2NC(C1=C(N2)NN=C1C1=CCOC2=CC=CC=C12)=O (S)-6-(1-amino-1,3-dihydrospiro[indene-2,4'-piperidin]-1'-yl)-3-(2H-chromen-4-yl)-1,5-dihydro-4H-pyrazolo[3,4-d]pyrimidin-4-one